C1(CC1)C=1C=C(C=2N(C1)C=C(N2)CNC2=NC(=NC=C2)N)N2CCN(CC2)C N4-((6-cyclopropyl-8-(4-methyl-piperazin-1-yl)imidazo[1,2-a]pyridin-2-yl)methyl)pyrimidine-2,4-diamine